2-hydroxyethyl 1-(4-(tert-butoxycarbonyl) benzyl)-4-oxo-4,5,6,7-tetrahydro-1H-indole-2-carboxylate C(C)(C)(C)OC(=O)C1=CC=C(CN2C(=CC=3C(CCCC23)=O)C(=O)OCCO)C=C1